(2-(2-Amino-3-cyclohexylpropanoyl)1-(2-fluoroacetyl)hydrazinyl)propanamide NC(C(=O)NN(C(CF)=O)C(C(=O)N)C)CC1CCCCC1